FC=1C=C(C=CC1)C1CC(N(CC1)C12CC(C1)(C2)C2=CC=NC=C2)=O 4-(3-Fluorophenyl)-1-(3-(pyridin-4-yl)bicyclo[1.1.1]pentan-1-yl)piperidin-2-one